CN1CC2(C1)CCNCC2 2-methyl-2,7-diaza-spiro[3.5]nonane